N-(4-(2-hydroxyethoxy)-3-(trifluoromethyl)phenyl)-6-(imidazo[1,2-a]pyridine-3-carbonyl)-4,5,6,7-tetrahydro-thieno[2,3-c]pyridine-3-carboxamide OCCOC1=C(C=C(C=C1)NC(=O)C1=CSC=2CN(CCC21)C(=O)C2=CN=C1N2C=CC=C1)C(F)(F)F